2-[[6-[[5-chloro-2-[(2R,4S)-4-[2-(2,6-dioxo-3-piperidyl)-1-oxo-isoindolin-5-yl]oxy-2-methyl-1-piperidyl]pyrimidin-4-yl]amino]-1-methyl-2-oxo-3-quinolyl]oxy]-N-methyl-acetamide ClC=1C(=NC(=NC1)N1[C@@H](C[C@H](CC1)OC=1C=C2CN(C(C2=CC1)=O)C1C(NC(CC1)=O)=O)C)NC=1C=C2C=C(C(N(C2=CC1)C)=O)OCC(=O)NC